C(C)OC(=O)C1=NC2=CN=CC=C2C(=C1)Cl 4-chloro-1,7-naphthyridine-2-carboxylic acid ethyl ester